FC(CN(C(O)=O)C1=NC2=C(N1)C=CC(=C2)C2=NNC(C1=CC=C(C=C21)F)=O)(F)F.C(C)(C)(C)P (tert-butyl)phosphine 2,2,2-Trifluoroethyl-(5-(7-fluoro-4-oxo-3,4-dihydrophthalazin-1-yl)-1H-benzimidazol-2-yl)carbamate